N1N=NC2=C1C=CC=N2 azabenztriazole